bis(1-(N-morpholinyl)-3-phenylbut-3-enyl)benzene N1(CCOCC1)C(CC(=C)C1=CC=CC=C1)C1=C(C=CC=C1)C(CC(=C)C1=CC=CC=C1)N1CCOCC1